FC1=C(C=CC(=C1)C#N)C1=CC=C(C(=C1)S(=O)CC(F)(F)F)C fluoro-4'-methyl-5'-((2,2,2-trifluoroethyl)sulfinyl)-[1,1'-biphenyl]-4-carbonitrile